COC=1C=C2C(=CC=NC2=CC1OCCCN1CCOCC1)OC=1C=CC(=NC1)NC(C1=NC=CC(=C1)N1CC2(COC2)C1)=O N-(5-((6-Methoxy-7-(3-morpholinopropoxy)chinolin-4-yl)oxy)pyridin-2-yl)-4-(2-oxa-6-azaspiro[3.3]heptan-6-yl)picolinamid